tert-butyl 4-ethynyl-3-fluoro-piperidine-1-carboxylate C(#C)C1C(CN(CC1)C(=O)OC(C)(C)C)F